(s)-1-(5-((2-chloro-3-fluorophenyl)thio)pyrazin-2-yl)-4'H,6'H-spiro[piperidine-4,5'-pyrrolo[1,2-b]pyrazol]-4'-amine ClC1=C(C=CC=C1F)SC=1N=CC(=NC1)N1CCC2([C@@H](C=3N(N=CC3)C2)N)CC1